(2S,3R)-1-(4-(1H-imidazol-5-yl)piperidin-1-yl)-2-amino-3-(cyclohexylmethoxy)butan-1-one N1C=NC=C1C1CCN(CC1)C([C@H]([C@@H](C)OCC1CCCCC1)N)=O